6-(difluoromethyl)-3-(6-(1-(oxetan-3-yl)piperidin-3-yl)pyrimidin-4-yl)imidazo[1,2-b]pyridazine FC(C=1C=CC=2N(N1)C(=CN2)C2=NC=NC(=C2)C2CN(CCC2)C2COC2)F